ClC=1N=CC(=NC1)C(=O)NCCOC 5-chloro-N-(2-methoxyethyl)pyrazine-2-carboxamide